1-(tert-butyl) 3-methyl 5,5-dimethyl-4-oxopiperidine-1,3-dicarboxylate CC1(C(C(CN(C1)C(=O)OC(C)(C)C)C(=O)OC)=O)C